FC1=CC=C(C=C1)S(=O)(=O)N1C2=C(SCC1)C(=CN=C2)C2=CC=C(C#N)C=C2 4-(4-((4-Fluorophenyl)sulfonyl)-3,4-dihydro-2H-pyrido[4,3-b][1,4]thiazin-8-yl)benzonitrile